5-((1S,5S)-1-methyl-5-(5-(1-methylpiperidin-4-yl)-1,3,4-oxadiazol-2-yl)-3-azabicyclo[3.1.0]hexan-3-yl)quinoline-8-carbonitrile C[C@]12CN(C[C@@]2(C1)C=1OC(=NN1)C1CCN(CC1)C)C1=C2C=CC=NC2=C(C=C1)C#N